(R)-2-(3-cyanopyrrolidin-1-yl)-N-(2-sulfamoylpyridin-4-yl)-5-(trifluoromethyl)nicotinamide C(#N)[C@H]1CN(CC1)C1=C(C(=O)NC2=CC(=NC=C2)S(N)(=O)=O)C=C(C=N1)C(F)(F)F